8-cyclopropyl-6-(2-fluorophenoxy)-2-{[1-(methylsulfonyl)piperidin-4-yl]amino}pyrido[2,3-d]pyrimidin-7(8H)-one C1(CC1)N1C(C(=CC2=C1N=C(N=C2)NC2CCN(CC2)S(=O)(=O)C)OC2=C(C=CC=C2)F)=O